[Sc].[Co].[Ni] nickel-cobalt-scandium